4-(7-(2-(1-cyclopropyl-1H-pyrazol-4-yl)tetrahydro-2H-pyran-4-yl)-3-fluoro-2-methyl-4-oxo-4H-pyrazino[1,2-a]pyrimidin-9-yl)-3-fluorobenzonitrile C1(CC1)N1N=CC(=C1)C1OCCC(C1)C=1N=C(C=2N(C(C(=C(N2)C)F)=O)C1)C1=C(C=C(C#N)C=C1)F